2,2'-bis(trifluoromethyl)-4,4'-biphenyldiamine FC(C1=C(C=CC(=C1)N)C1=C(C=C(C=C1)N)C(F)(F)F)(F)F